3-[5-[3-[4-(4-aminophenyl)piperazin-1-yl]-8-azaspiro[4.5]decan-8-yl]-1-hydroxy-3-oxo-isoindolin-2-yl]piperidine-2,6-dione NC1=CC=C(C=C1)N1CCN(CC1)C1CCC2(C1)CCN(CC2)C=2C=C1C(N(C(C1=CC2)O)C2C(NC(CC2)=O)=O)=O